COC(=O)C=1NC2=C(C=C(C(=C2C1)Cl)F)Cl 4,7-dichloro-5-fluoro-1H-indole-2-carboxylic acid methyl ester